NC1(C(C=CC=C1)C(=O)O)C(=O)O amino-3,5-cyclohexa-diene-1,2-dicarboxylic acid